CC=1C=2N(C=CC1CCC(=O)O)C(=NN2)C(F)(F)F 3-(8-methyl-3-(trifluoromethyl)-[1,2,4]triazolo[4,3-a]pyridin-7-yl)propanoic acid